C(=O)O.C(C)OC1=NC=2N(C=C1C(=O)NC1=NC=C(C=C1)N1CCNCC1)C=C(N2)C 7-ethoxy-2-methyl-N-(5-(piperazin-1-yl)pyridin-2-yl)imidazo[1,2-a]pyrimidine-6-carboxamide formate salt